C(C=C)(=O)OCCC[Si](O[SiH](C)C)(O[SiH](C)C)O[SiH](C)C 3-acryloxypropyl-tris-(dimethylsilyloxy)silane